N[C@@H]1CN(CC[C@H]1O)C1=NC(=NC=C1)C1=CN=C2N1C=C(C=C2)Cl (3R,4R)-3-amino-1-(2-(6-chloroimidazo[1,2-a]pyridin-3-yl)pyrimidin-4-yl)piperidin-4-ol